OCCOCCN(C)C[C@@H]1N(C[C@H](N(C1)C(=O)OC(C)(C)C)C)CC(=O)N1CCN(CC1)C(=O)C=1N(C2=CC(=CC=C2C1)OC)C (2R,5S)-tert-Butyl 5-(((2-(2-hydroxyethoxy)ethyl) (methyl)amino)methyl)-4-(2-(4-(6-methoxy-1-methyl-1H-indole-2-carbonyl)piperazin-1-yl)-2-oxoethyl)-2-methylpiperazine-1-carboxylate